C(C)(=O)OCCCCCCCC\C=C\CC=CC (E)-9,12-Tetradecadienyl acetate